4-((1R,4R)-4-(7-methoxy-2-methyl-4-(((R)-1-(4-(2-((Methylamino)methyl)phenyl)thiophen-2-yl)ethyl)amino)quinazolin-6-yl)cyclohexane-1-carbonyl)piperazine COC1=C(C=C2C(=NC(=NC2=C1)C)N[C@H](C)C=1SC=C(C1)C1=C(C=CC=C1)CNC)C1CCC(CC1)C(=O)N1CCNCC1